morpholino(3-(4,4,5,5-tetramethyl-1,3,2-dioxaborolan-2-yl)phenyl)methanone O1CCN(CC1)C(=O)C1=CC(=CC=C1)B1OC(C(O1)(C)C)(C)C